2-(7-fluoro-chroman-4-yl)-N-(2-oxoindol-5-yl)-4-(trifluoromethyl)benzamide FC1=CC=C2C(CCOC2=C1)C1=C(C(=O)NC2=CC3=CC(N=C3C=C2)=O)C=CC(=C1)C(F)(F)F